5-FLUOROBENZIMIDAZOLE-2-CARBOXALDEHYDE FC1=CC2=C(N=C(N2)C=O)C=C1